N-[4-(4-chloro-1H-pyrazol-1-yl)-3-sulfamoylphenyl]-2-(2-methoxyphenyl)acetamide ClC=1C=NN(C1)C1=C(C=C(C=C1)NC(CC1=C(C=CC=C1)OC)=O)S(N)(=O)=O